FC1=C(C(=CC=C1)F)C(CC(=O)OC)N1C[C@H](N([C@H](C1)C(NCC1=CC=C(C=C1)C1=NC=CC=N1)=O)C(C(C)C)=O)C methyl 3-(2,6-difluorophenyl)-3-((3R,5R)-4-isobutyryl-3-methyl-5-((4-(pyrimidin-2-yl)benzyl)carbamoyl)piperazin-1-yl)propanoate